4-hydroxybutanamide OCCCC(=O)N